NCCCN1CCC2(CCN(CC2)C(=O)OC(C)(C)C)CC1 tert-Butyl 9-(3-aminopropyl)-3,9-diazaspiro[5.5]undecane-3-carboxylate